tri(4-isopropylphenyl)-phosphine C(C)(C)C1=CC=C(C=C1)P(C1=CC=C(C=C1)C(C)C)C1=CC=C(C=C1)C(C)C